(S)-(2-amino-1-(4-chloro-3-(5-(difluoromethyl)-1H-1,2,4-triazol-1-yl) phenyl) ethyl) carbamate C(N)(O[C@H](CN)C1=CC(=C(C=C1)Cl)N1N=CN=C1C(F)F)=O